C(CCC)[C@@H]1N[C@H](C2=CC=C(C=C2C1)OC)C1=CC=C(C=C1)NC12CC3CC(CC(C1)C3)C2 (1s,3R)-N-(4-((1S,3S)-3-butyl-6-methoxy-1,2,3,4-tetrahydroisoquinolin-1-yl)phenyl)adamantan-1-amine